3,5-difluoro-4-hydroxy-N-({(1r,4r)-[6-(1,3-thiazol-5-yl)-2H-indazol-2-yl]cyclohexyl}methyl)benzamide FC=1C=C(C(=O)NCC2(CCCCC2)N2N=C3C=C(C=CC3=C2)C2=CN=CS2)C=C(C1O)F